dideoxyguanosine-5'-tetraphosphate P(O)(=O)(OP(=O)(O)OP(=O)(O)OP(=O)(O)O)OC[C@@H]1CC[C@@H](O1)N1C=NC=2C(=O)NC(N)=NC12